N[C@@H]1CN(C[C@H]1C1=CC=CC=C1)C(=O)OC(C)(C)C tert-Butyl (-)-trans-3-amino-4-phenylpyrrolidine-1-carboxylate